CCC1=CC=C(C=C1)N p-Ethylaniline